ethyl 2-bromo-4-oxo-4,5,6,7-tetrahydropyrazolo[1,5-a]pyridine-5-carboxylate BrC1=NN2C(C(C(CC2)C(=O)OCC)=O)=C1